7-(4-Formylphenyl)-2,4-diphenyl-7H-pyrrolo[2,3-d]pyrimidine C(=O)C1=CC=C(C=C1)N1C=CC2=C1N=C(N=C2C2=CC=CC=C2)C2=CC=CC=C2